ClC1=C(N=C(C=2C(N3[C@@H](COC21)CNCC3)=O)N3CCOC2(CCC2)C3)C3=C(C=CC=C3O)F (6aR)-4-chloro-3-(2-fluoro-6-hydroxyphenyl)-1-(5-oxa-8-azaspiro[3.5]Nonan-8-yl)-6,6a,7,8,9,10-hexahydro-12H-pyrazino[2,1-c]Pyrido[3,4-f][1,4]Oxazepin-12-one